C1(CC1)NC1(CCCCCC1)CNC(C1=CC=C(C=C1)C#CC1=CC=C(C=C1)F)=O N-((1-(cyclopropylamino)cycloheptyl)methyl)-4-((4-fluorophenyl)ethynyl)benzamide